2-(4,4-difluoroazepan-1-yl)-7-fluoro-N-(3-sulfamoylphenyl)quinoline-3-carboxamide FC1(CCN(CCC1)C1=NC2=CC(=CC=C2C=C1C(=O)NC1=CC(=CC=C1)S(N)(=O)=O)F)F